4-(2-acryloyl-1,2,3,4-tetrahydroisoquinolin-5-yl)-3-chloro-5,6-difluoro-2-methyl-1H-indole C(C=C)(=O)N1CC2=CC=CC(=C2CC1)C1=C2C(=C(NC2=CC(=C1F)F)C)Cl